(1-(4-Iodophenyl) piperidin-4-yl) carbamate C(N)(OC1CCN(CC1)C1=CC=C(C=C1)I)=O